4-(dimethylamino)-2,2-diphenylbutanamide CN(CCC(C(=O)N)(C1=CC=CC=C1)C1=CC=CC=C1)C